C(=C)(C)B1OC(C(O1)(C)C)(C)C isopropenyl-4,4,5,5-tetramethyl-1,3,2-dioxaborolan